N-methyl-dihydroxyethylamine CNCC(O)O